methyl 3-bromo-1-methylpyrrolo[2,3-b]pyridine-6-carboxylate BrC1=CN(C2=NC(=CC=C21)C(=O)OC)C